BENZYL (3-(4-(5-FLUOROISOINDOLINE-2-CARBOXAMIDO)PHENYL)BICYCLO[1.1.1]PENTAN-1-YL)CARBAMATE FC=1C=C2CN(CC2=CC1)C(=O)NC1=CC=C(C=C1)C12CC(C1)(C2)NC(OCC2=CC=CC=C2)=O